NC1=NC=CC2=C(C=CC=C12)C1=CC2=C(N(N=C2C=C1)C1CN(C1)CCOC)COC1=C(C=CC=C1)CC(=O)O 2-(2-((5-(1-aminoisoquinolin-5-yl)-2-(1-(2-methoxyethyl)azetidin-3-yl)-2H-indazol-3-yl)methoxy)phenyl)acetic acid